FC(C1=CC=C(C=C1)C1=CN=C(O1)NC1=CC(=C(C=N1)O)O)(F)F 6-((5-(4-(trifluoromethyl)phenyl)oxazol-2-yl)amino)pyridine-3,4-diol